3-[4-[5-methyl-3-(4-pyridyl)-1H-pyrazol-4-yl]-2-(trifluoromethyl)phenyl]benzenesulfonamide CC1=C(C(=NN1)C1=CC=NC=C1)C1=CC(=C(C=C1)C=1C=C(C=CC1)S(=O)(=O)N)C(F)(F)F